3-((1-(2-methoxyethyl)-1H-pyrazol-4-yl)methyl)-2,4-dioxo-1,2,3,4-tetrahydrothieno[2,3-d]pyrimidine-6-sulfonyl chloride COCCN1N=CC(=C1)CN1C(NC2=C(C1=O)C=C(S2)S(=O)(=O)Cl)=O